2-[(3R)-3-{3-[6-methoxy-2-methyl-4-(trifluoromethyl)phenyl]-5,6,7,8-tetrahydropyrido[2,3-c][1,2]diazin-8-yl}hexahydropyridin-1-yl]ethan-1-ol COC1=CC(=CC(=C1C1=CC2=C(N=N1)N(CCC2)[C@H]2CN(CCC2)CCO)C)C(F)(F)F